1-[(1S)-1-(3-bromophenyl)-2-hydroxyethyl]-3-[3-(trifluoromethyl)-1-bicyclo[1.1.1]pentanyl]urea BrC=1C=C(C=CC1)[C@@H](CO)NC(=O)NC12CC(C1)(C2)C(F)(F)F